N-(4-chlorophenyl)-4,5-dihydroisoxazole-5-carboxamide ClC1=CC=C(C=C1)NC(=O)C1CC=NO1